C1(CC1)C1=C2C=C(N(C2=CC(=C1)C(=O)N1[C@@H](C2=CC=CC=C2CC1)C)C)C1=C(C=C(C=C1)N1C[C@@H](CC1)C(=O)O)F (R)-1-(4-(4-cyclopropyl-1-methyl-6-((R)-1-methyl-1,2,3,4-tetrahydroisoquinoline-2-carbonyl)-1H-indol-2-yl)-3-fluorophenyl)pyrrolidine-3-carboxylic acid